tert-butyl 6-(4-chloro-3-methyl-5,6,7,8-tetrahydro-1,7-naphthyridin-2-yl)-2,6-diazaspiro[3.4]octane-2-carboxylate ClC1=C(C(=NC=2CNCCC12)N1CC2(CN(C2)C(=O)OC(C)(C)C)CC1)C